C(C)(=O)OCCCC(C)(C1=CN=C(N1)C1=C(C=CC(=C1)OC=1C(=C2C=CNC2=CC1F)CSCC(=C)C)F)C=1C=C(C=CC1)CCC(=O)OCC Ethyl 3-(3-(5-acetoxy-2-(2-(2-fluoro-5-((6-fluoro-4-(((2-methylallyl)thio)methyl)-1H-indol-5-yl)oxy)phenyl)-1H-imidazol-5-yl)pentan-2-yl)phenyl)propanoate